CC1(CC1)C1=CC2=C(C=N1)CN(C2=O)C2=NC(=CC=C2)C=2N1C(=NN2)CC[C@@H]1C 6-(1-methylcyclopropyl)-2-{6-[(5S)-5-methyl-6,7-dihydro-5H-pyrrolo[2,1-c][1,2,4]triazol-3-yl]pyridin-2-yl}-2,3-dihydro-1H-pyrrolo[3,4-c]pyridin-1-one